(5R)-3-[3,5-Difluoro-4-(3-methyl-[1,2,4]triazolo[4,3-a]pyridin-7-yl)phenyl]-5-(triazol-1-ylmethyl)-4,5-dihydroisoxazole FC=1C=C(C=C(C1C1=CC=2N(C=C1)C(=NN2)C)F)C2=NO[C@H](C2)CN2N=NC=C2